FC=1C(=CC2=C(N=C(S2)C2=C3N=CC(=NC3=CC(=C2)C)OC)C1)OCC(COCC(C)C)OC(NC=1C=NC=CC1)=O pyridin-3-ylcarbamic acid 1-((5-fluoro-2-(2-methoxy-7-methylquinoxalin-5-yl) benzo[d]thiazol-6-yl) oxy)-3-isobutoxypropan-2-yl ester